COC(=O)C1CCC(CC1)OS(=O)(=O)C1=CC=C(C=C1)C (1s,4s)-4-[(4-methylbenzenesulfonyl)oxy]cyclohexane-1-carboxylic acid methyl ester